C(=O)OCCN(C=O)C1=CC=C(C(=O)O)C=C1 4-(N-(2-(formyloxy)ethyl)formamido)benzoic acid